ClC1=CC=C(C=C1)C(C(=O)N1CCC2=CC(=C(C=C12)C(F)(F)F)OC)NC=1C=C(OCCC(C(=O)O)C)C=C(C1)OC 4-(3-((1-(4-chlorophenyl)-2-(5-methoxy-6-(trifluoro-methyl)indolin-1-yl)-2-oxoethyl)amino)-5-methoxyphenoxy)-2-methylbutanoic acid